N1-(2-(2-(3-aminopropoxy)ethoxy)ethyl)-N4-((1r,3r)-3-(3-chloro-4-cyanophenoxy)-2,2,4,4-tetramethylcyclobutyl)terephthalamide lithium [Li].NCCCOCCOCCNC(C1=CC=C(C(=O)NC2C(C(C2(C)C)OC2=CC(=C(C=C2)C#N)Cl)(C)C)C=C1)=O